ClC1=NC(=NC(=C1F)Cl)C1=NN(C(=C1)C1=NOC=C1)CC1=C(C=CC=C1)F 3-(3-(4,6-dichloro-5-fluoropyrimidin-2-yl)-1-(2-fluorobenzyl)1H-pyrazol-5-yl)isoxazole